(5-chloro-[1,1'-biphenyl]-3-yl)dibenzo[b,d]thiophene ClC=1C=C(C=C(C1)C1=CC=CC=C1)C1=CC=CC=2SC3=C(C21)C=CC=C3